2-bromo-6-(2,3-dichlorophenyl)imidazo[2,1-b][1,3,4]thiadiazole BrC1=NN2C(S1)=NC(=C2)C2=C(C(=CC=C2)Cl)Cl